C(C)(C)OC1=CC=2N(C=C1NC(=O)C1=NC(=CC=C1)C(F)(F)F)C=C(N2)C2CCN(CC2)C(=O)OC(C)(C)C tert-butyl 4-[7-isopropoxy-6-[[6-(trifluoromethyl)pyridine-2-carbonyl]amino]imidazo[1,2-a]pyridin-2-yl]piperidine-1-carboxylate